(S)-4,5-dimethyl-1-prolyl-1,2,3,4-tetrahydroquinoxaline CN1CCN(C2=CC=CC(=C12)C)C([C@H]1NCCC1)=O